2-hydroxyethyl-ammonium OCC[NH3+]